CN(CCCNCCCN(C)C)C N'-[3-(dimethylamino)propyl]-N,N-dimethyl-1,3-propanediamine